COC=1N=C2C(=CC=NC2=CC1OC)OC1=C(C=C(C=C1)NC(=O)C1=C(N(C=C(C1=O)C1=CC=C(C=C1)F)CC)C)F N-[4-[(6,7-Dimethoxy-1,5-naphthyridin-4-yl)oxy]-3-fluorophenyl]-1-ethyl-5-(4-fluorophenyl)-2-methyl-4-oxopyridine-3-carboxamide